(R)-2-chloro-4-methoxy-5-(1-((1-methylazetidin-2-yl)methyl)-1H-pyrazol-4-yl)pyridine ClC1=NC=C(C(=C1)OC)C=1C=NN(C1)C[C@@H]1N(CC1)C